8-(2-Fluorobenzyl)-4-(5-methylfuran-2-yl)pyrazolo[1,5-a][1,3,5]triazin-2-amine FC1=C(CC=2C=NN3C2N=C(N=C3C=3OC(=CC3)C)N)C=CC=C1